CC(C)(O\N=C(/C1=CC=CC=C1)\[C@H]1CC[C@H]([C@@H](C1)O)NC)C (1R,2R,5S)-5-[(Z)-N-(1,1-dimethylethoxy)-C-phenyl-carbonimidoyl]-2-(methylamino)cyclohexanol